C1(CC1)CN1C(=CC=2C1=NC(=CC2)CC)C=2N=C1N(C(=CC(=C1)C(=O)OC)OC)C2C methyl 2-[1-(cyclopropylmethyl)-6-ethyl-pyrrolo[2,3-b]pyridin-2-yl]-5-methoxy-3-methyl-imidazo[1,2-a]pyridine-7-carboxylate